C(C)(C)(C)OC(N[C@@H]1CC[C@H](CC1)CCC=O)=O (trans-4-(3-oxopropyl)cyclohexyl)carbamic acid tert-butyl ester